C(#N)C1=C(C=CC(=C1)C)CS(=O)(=O)NC1=C(C(=C(C=C1F)C1=CC2=C(N=C(N=C2)NC2CCC(CC2)N(C)C)N(C1=O)C(C)C)F)F 1-(2-Cyano-4-methylphenyl)-N-(4-(2-(((1r,4r)-4-(dimethylamino)cyclohexyl)amino)-8-isopropyl-7-oxo-7,8-dihydropyrido[2,3-d]pyrimidin-6-yl)-2,3,6-trifluorophenyl)methanesulfonamide